C1(CC1)COC=1C=CC(=NC1)NC(C(C)N1CC(C(C1)C1=CNC(C=C1)=O)(F)F)=O N-(5-(cyclopropylmethoxy)pyridin-2-yl)-2-(3,3-difluoro-4-(6-oxo-1,6-dihydropyridin-3-yl)pyrrolidin-1-yl)propionamide